[Mn+2].[Cr](=O)([O-])[O-].[Cu+2].[Cr](=O)([O-])[O-] copper chromite manganese